FC(CCCCN(C(=O)C1(CCN(CC1)C(=O)[C@H]1N(C[C@]2(CCO2)CC1)C(=O)OCC1C2=CC=CC=C2C=2C=CC=CC12)C(F)(F)F)C)(CC)F (9H-fluorene-9-yl)methyl (4R,7S)-7-(4-(((4,4-difluorohexyl)methyl)(methyl)carbamoyl)-4-(trifluoromethyl)piperidine-1-carbonyl)-1-oxa-6-azaspiro[3.5]nonane-6-carboxylate